14H-indeno[1,2-b]triphenylene C1=C2C=3C=C4C(=CC3C3=CC=CC=C3C2=CC=C1)C=1C=CC=CC1C4